BrC=1C2=C(N=C(N1)Cl)NC(C2(Br)Br)=O 4,5,5-tribromo-2-chloro-5,7-dihydro-6H-pyrrolo[2,3-d]pyrimidin-6-one